2,2,2-tri-bromoethanol BrC(CO)(Br)Br